COC1=CC2=C(N=C(S2)C(CC=2C=C(C(=N)N)C=CC2)NS(=O)(=O)C=2C=CC3=C(NC(CO3)=O)C2)C=C1 3-[2-(6-methoxy-1,3-benzothiazol-2-yl)-2-[(3-oxo-4H-1,4-benzoxazin-6-yl)sulfonylamino]ethyl]benzamidine